C(C)(C)(C)OC(=O)N1CC(C1)(F)COC1CCN(CC1)C(=O)OCC1=CC=CC=C1 benzyl 4-((1-(tert-butoxycarbonyl)-3-fluoroazetidin-3-yl)methoxy)piperidine-1-carboxylate